FC(C1CO1)(F)F 2,3-epoxy-1,1,1-trifluoropropane